ClC1=CC=C(OC=2C=C(CN3CC4(C3)CCNCC4)C=CC2)C=C1 2-(3-(4-chlorophenoxy)benzyl)-2,7-diazaspiro[3.5]nonane